FC1(CCC(CC1)C(=O)N1C[C@@H](N(C[C@H]1C)C(=O)OC(C)(C)C)C)F tert-butyl (2S,5R)-4-(4,4-difluorocyclohexane-1-carbonyl)-2,5-dimethylpiperazine-1-carboxylate